CC(CC(C)(C)C)(C)C1=CC=C(C=C1)O 4-(1,1,3,3-tetra-methylbutyl)phenol